C(S(=O)(=O)[O-])(S(=O)(=O)[O-])S(=O)(=O)[O-].[Li+].[Li+].[Li+] lithium methanetrisulfonate